CNC=1C=C2C=NN(C2=CC1)C N,1-dimethyl-1H-indazol-5-amine